methyl 5-((4-(cyclopentyloxy)-5-methylpyrimidin-2-yl)amino)-2-(4,4,5,5-tetramethyl-1,3,2-dioxaborolan-2-yl)benzoate C1(CCCC1)OC1=NC(=NC=C1C)NC=1C=CC(=C(C(=O)OC)C1)B1OC(C(O1)(C)C)(C)C